BrC1=CC(=C(CC2=NC3=C(N2C[C@H]2OCC2)C=C(C=C3)C(=O)OC)C=C1F)CO (S)-methyl 2-(4-bromo-5-fluoro-2-(hydroxymethyl) benzyl)-1-(oxetan-2-ylmethyl)-1H-benzo[d]imidazole-6-carboxylate